NC1=C(C=CC=C1)N(S(=O)(=O)C)C([2H])([2H])[2H] N-(2-aminophenyl)-N-(methyl-d3)methanesulfonamide